FC=1C=C(C#N)C=CC1N1CC(N(C2(CCN(C2)C(C(C)C)=O)C1=O)CC1=CC=C(C=C1)C(F)(F)F)=O 3-fluoro-4-(2-isobutyryl-7,10-dioxo-6-(4-(trifluoromethyl)benzyl)-2,6,9-triazaspiro[4.5]decan-9-yl)benzonitrile